FC1=C(C=CC=C1)N1N=NC(=C1)C(C)N1C=C(C2=C1N=CN=C2N)C=2C(=NC=CC2)OC (+)-7-{1-[1-(2-Fluorophenyl)-1H-1,2,3-triazol-4-yl]ethyl}-5-(2-methoxypyridin-3-yl)-7H-pyrrolo[2,3-d]pyrimidin-4-amine